3-cyano-N-(1-(((1s,4s)-4-(6-fluoroquinolin-4-yl)cyclohexyl)methyl)cyclopropyl)benzamide C(#N)C=1C=C(C(=O)NC2(CC2)CC2CCC(CC2)C2=CC=NC3=CC=C(C=C23)F)C=CC1